tridecyl methacrylate (TRIDECYL METHACRYLATE) C(CCCCCCCCCCCC)C=C(C(=O)O)C.C(C(=C)C)(=O)OCCCCCCCCCCCCC